C[C@H]1CNC=C1 (R)-3-methyl-2,3-dihydropyrrole